N(N)C1=NC=NC2=C1N=CN=C2NC2=CC=C(C=C2)OC(F)(F)F 8-hydrazineyl-N-(4-(trifluoromethoxy)phenyl)pyrimido[5,4-d]pyrimidin-4-amine